(4-amino-3-methoxyphenyl)-4,5-dihydro-3H-isothiazole 1-oxide NC1=C(C=C(C=C1)C1NS(CC1)=O)OC